C(C)(C)(C)OC(=O)N1C[C@H](O[C@@H](C1)C)COC=1C=C2C(N(C(C2=CC1)=O)C1C(NC(CC1)=O)=O)=O.FC=1C=C2C(C=C(OC2=CC1)OCC(F)(F)F)=O 6-fluoro-2-(2,2,2-trifluoroethoxy)chromone tert-butyl-(2S,6R)-2-[[2-(2,6-dioxo-3-piperidyl)-1,3-dioxo-isoindolin-5-yl]oxymethyl]-6-methyl-morpholine-4-carboxylate